5-Fluoro-6-(2-methoxyethoxy)-3-(3-{4-[2-(piperazin-1-yl)ethoxy]phenyl}-1,2-oxazol-5-yl)-1H-indazole FC=1C=C2C(=NNC2=CC1OCCOC)C1=CC(=NO1)C1=CC=C(C=C1)OCCN1CCNCC1